C12(CC3CC(CC(C1)C3)C2)P(CCCC)C23CC1CC(CC(C2)C1)C3 bis(1-adamantyl)-butylphosphine